5-(5-(4,4-difluoro-piperidine-1-carbonyl)pyridin-2-yl)-7-(1,3,4-oxadiazol-2-yl)benzofuran FC1(CCN(CC1)C(=O)C=1C=CC(=NC1)C=1C=C(C2=C(C=CO2)C1)C=1OC=NN1)F